7-Methyl-2-((7-methyl-[1,2,4]triazolo[1,5-a]pyridin-6-yl)amino)-9-(4-(Prop-1-yn-1-yl)tetrahydro-2H-pyran-4-yl)-7,9-dihydro-8H-purin-8-one CN1C(N(C2=NC(=NC=C12)NC=1C(=CC=2N(C1)N=CN2)C)C2(CCOCC2)C#CC)=O